N-ethyl-3-methyl-1,3-dihydrofuro[3,4-c]quinoline-8-carboxamide C(C)NC(=O)C1=CC=2C3=C(C=NC2C=C1)C(OC3)C